platinum-copper oxygen [O].[Cu].[Pt]